CC1=C2C=CC=NC2=C(C=C1)O 5-methylquinolin-8-ol